FC1=C(C(=CC(=C1)OCCCC1CCN(CC1)C1=NC=C(C=N1)CCC)F)CC(=O)N1CC(C1)CO 2-(2,6-difluoro-4-(3-(1-(5-propylpyrimidin-2-yl)piperidin-4-yl)propoxy)phenyl)-1-(3-(hydroxymethyl)azetidin-1-yl)ethan-1-one